COC1=CC(=C(C=C1)C(CC(=O)OCC)=O)C ethyl 3-(4-methoxy-2-methylphenyl)-3-oxopropanoate